O[C@H]1CN(CC1)CC1=NC(=NO1)C=1C(=C(C=CC1)C1=C(C(=CC=C1)C=1OC2=C(N1)C=C(C=C2)CN2[C@@H](CCCC2)C(=O)O)C)C (S)-1-((2-(3'-(5-(((R)-3-hydroxypyrrolidin-1-yl)methyl)-1,2,4-oxadiazol-3-yl)-2,2'-dimethyl-[1,1'-biphenyl]-3-yl)benzo[d]oxazol-5-yl)methyl)piperidine-2-carboxylic acid